2-Cyclohexyl-N-(2-isopropyl-1,3-benzoxazol-5-yl)acetamide tert-butyl-(S)-2-((tert-butoxycarbonyl)amino)-3-(4-(2-(6-(dimethylamino)hexanamido)ethoxy)phenyl)propanoate C(C)(C)(C)OC([C@H](CC1=CC=C(C=C1)OCCNC(CCCCCN(C)C)=O)NC(=O)OC(C)(C)C)=O.C1(CCCCC1)CC(=O)NC=1C=CC2=C(N=C(O2)C(C)C)C1